C(C)NC(=O)NC1=NC2=C(N1)C=CC(=C2)C2=NNC(C1=CC=CC=C21)=O 1-Ethyl-3-(5-(4-oxo-3,4-dihydrophthalazin-1-yl)-1H-benzimidazol-2-yl)urea